2,4-dichloro-5-anisidine ClC1=C(OC)C=C(C(=C1)Cl)N